FC1=CC=C(C=C1)C(=O)C1=CNC2=NC=C(C=C21)C2=CC=C(C=C2)N2CCNCC2 (4-fluorophenyl)(5-(4-(piperazin-1-yl)phenyl)-1H-pyrrolo[2,3-b]pyridin-3-yl)methanone